S(=O)(=O)(O)[O-].C(C)(C)(C)OC(CC[N+]1=NC=C(C=C1)C=1N=NC=CC1)=O 3-(4-pyridazin-3-ylpyridazin-1-ium-1-yl)propionic acid tert-butyl ester hydrogen sulfate